FC(OC=1C=CC(=C(C1)[C@H]1CC2(CN(C2)C(=O)C2CC(C2)(C)O)CC1)C)F |r| (rac)-(6-(5-(Difluoromethoxy)-2-methylphenyl)-2-azaspiro[3.4]octan-2-yl)((1s,3s)-3-hydroxy-3-methylcyclobutyl)methanon